1-Benzyl-N-(2-isopropyl-4-methyl-5-oxo-5,6,7,8-tetrahydro-4H-pyrazolo[1,5-a][1,3]diazepin-6-yl)-1H-1,2,4-triazol-3-carboxamid C(C1=CC=CC=C1)N1N=C(N=C1)C(=O)NC1C(N(C=2N(CC1)N=C(C2)C(C)C)C)=O